6-FORMYL-URACIL MONOHYDRATE O.C(=O)C1=CC(NC(N1)=O)=O